COC=1C=C(C=CC1OCCCN1CCCCC1)NC1=NC=CC(=N1)NC=1C=NC=2CC(OC(C2C1)(C)C)(C)C 2-[3-methoxy-4-(3-piperidinopropoxy)phenylamino]-4-(5,5,7,7-tetramethyl-7,8-dihydro-5H-6-oxa-1-azanaphth-3-ylamino)pyrimidine